C(CCC)C1=CC=2C3(C4=CC(=C(C=C4OC2C=C1N(CC)CC)N(CC)CC)CCCC)NC(C1=CC=CC=C13)=O 2',7'-dibutyl-3',6'-bis(diethylamino)spiro[isoindoline-1,9'-xanthen]-3-one